COC(C1=CN=C(C(=C1)C=O)OC)=O.FC1=CC=C(OC=2C=CC(=NC2)NC(CC)=O)C=C1 N-(5-(4-fluorophenoxy)pyridin-2-yl)propanamide methyl-5-formyl-6-methoxynicotinate